1',3'-Dimethyl-2-(2-(1-methyl-1H-imidazol-5-yl)quinolin-4-yl)-1',3'-dihydro-2'H-[1,5'-bibenzo[d]imidazol]-2'-one CN1C(N(C2=C1C=CC(=C2)N2C(=NC1=C2C=CC=C1)C1=CC(=NC2=CC=CC=C12)C1=CN=CN1C)C)=O